N-acetylcysteinylglycine C(C)(=O)N[C@@H](CS)C(=O)NCC(=O)O